1-(2-bromoethyl)-piperidine-4-carboxylic acid BrCCN1CCC(CC1)C(=O)O